NC=1C=CC(=C2CN(C(C12)=O)CC(C(=O)N)=C)C=1C=C2C(=NNC2=CC1)C#N 2-{[7-amino-4-(3-cyano-1H-indazol-5-yl)-1-oxo-2,3-dihydro-1H-isoindol-2-yl]methyl}prop-2-enamide